C(C(=C)C)(=O)OC1=C(C=C(C=C1CC1=C(C(=CC(=C1)C)C(C)(C)C)O)C)C(C)(C)C 2-tert-butyl-6-(3-tert-butyl-2-hydroxy-5-methylbenzyl)-4-methylphenyl methacrylate